NC(=O)NC=1SC(=CC1C(=O)N)C1=CC=C(C=C1)F [(aminocarbonyl)amino]-5-(4-fluorophenyl)-3-thiophenecarboxamide